The molecule is an octose sugar sometimes found in Gram-negative bacteria as a lipopolysaccharide constituent, in combination with its 3-deoxy derivative (alpha-D-Kdo). It is a carbohydrate acid, an aldooctose and a monocarboxylic acid. C([C@H]([C@@H]1[C@@H]([C@@H]([C@@H]([C@@](O1)(C(=O)O)O)O)O)O)O)O